(E)-3-methyl-1-acetylpiperidine-4-carboxylic acid methyl ester COC(=O)C1C(CN(CC1)C(C)=O)C